1-((4-((4-(2-(7-chloro-1-(2-chloroethyl)-1H-indazol-5-yl)propan-2-yl)phenoxy)methyl)Pyrimidin-2-yl)imino)tetrahydro-1H-1λ6-thiophene ClC=1C=C(C=C2C=NN(C12)CCCl)C(C)(C)C1=CC=C(OCC2=NC(=NC=C2)N=[SH2]2CCCC2)C=C1